C(C)C=1N(C2=C(C(=NC=C2)O)N1)CC1=CC=C(C=C1)B(O)O 4-((2-ethyl-4-hydroxyimidazo[4,5-c]pyridin-1-yl)methyl)phenylboronic acid